β-methyltyrosine CC([C@H](N)C(=O)O)C1=CC=C(C=C1)O